OC1=C(C=C2CCCC2=C1)C=O 6-hydroxy-2,3-dihydro-1H-indene-5-carbaldehyde